3-fluoro-N-methyl-N-(1-methylpiperidin-4-yl)benzamide FC=1C=C(C(=O)N(C2CCN(CC2)C)C)C=CC1